3-((tert-butyl-dimethylsilyl)oxy)propanal oxime [Si](C)(C)(C(C)(C)C)OCCC=NO